5-(1-(1,3-difluoropropan-2-yl)-1H-benzo[d][1,2,3]triazol-6-yl)-6-fluoro-N-((3R,4R)-3-fluoro-1-(oxetan-3-yl)piperidin-4-yl)-4-methoxypyrrolo[2,1-f][1,2,4]triazin-2-amine FCC(CF)N1N=NC2=C1C=C(C=C2)C=2C(=CN1N=C(N=C(C12)OC)N[C@H]1[C@@H](CN(CC1)C1COC1)F)F